1-cyano-1-(6-methoxy-3H-imidazo[4,5-c]pyridin-2-yl)propan C(#N)C(CC)C1=NC2=C(C=NC(=C2)OC)N1